Cl.N1C=C(C2=CC=CC=C12)CCN(CC=C)CCC N-(2-(1H-indol-3-yl)ethyl)-N-propylprop-2-en-1-amine Hydrochloride